6-(2-chloropyrimidin-4-yl)-4-fluoro-1-isopropyl-2-methyl-imidazo[4,5-c]pyridine ClC1=NC=CC(=N1)C1=CC2=C(C(=N1)F)N=C(N2C(C)C)C